(Z)-13-octadecanyl acetate C(C)(=O)OC(CCCCCCCCCCCC)CCCCC